3-(3-chloro-4-fluorophenyl)-1-(2-(2-methoxyethoxy)ethyl)-1-(1-(1-oxo-1,2-dihydroisoquinolin-4-yl)ethyl)urea ClC=1C=C(C=CC1F)NC(N(C(C)C1=CNC(C2=CC=CC=C12)=O)CCOCCOC)=O